4-fluoro-N-(4-fluoro-3-(quinoxaline-6-carbonyl)phenyl)benzamide FC1=CC=C(C(=O)NC2=CC(=C(C=C2)F)C(=O)C=2C=C3N=CC=NC3=CC2)C=C1